FC(C(C(C(C(C(C(C(F)(F)F)(F)F)(F)F)(F)F)(F)F)(F)F)(F)F)(S(=O)(=O)[O-])F.C(CC)[N+](CCC)(CCC)CCC tetrapropylammonium perfluorooctanesulfonate salt